allyl 2,2-dimethylolpropionate C(O)C(C(=O)OCC=C)(C)CO